ClC1=NC=CC(=C1)O 2-Chloropyridine-4-ol